lauric acid nonadecyl ester C(CCCCCCCCCCCCCCCCCC)OC(CCCCCCCCCCC)=O